FC1=C(C=NN1)C1=CC2=C(C=N1)C(=CN2CCO)C(=O)C2COC1=CC=C(C=C1C2)OC [6-(5-Fluoro-1H-pyrazol-4-yl)-1-(2-hydroxyethyl)pyrrolo[3,2-c]pyridin-3-yl]-(6-methoxychroman-3-yl)methanone